CN(C(=O)N1CCN(CC1)C1=CC(=CC=2N1N=CC2C(=O)OC)S(NC2(CC2)C)(=O)=O)C methyl 7-(4-(dimethylcarbamoyl)piperazin-1-yl)-5-(N-(1-methylcyclopropyl)sulfamoyl)pyrazolo[1,5-a]pyridine-3-carboxylate